N[C@H](C(=O)O)CCS(=O)(=N)CCC(C(F)(F)F)(O)C=1OC2=C(N1)C=CC=C2 (2s)-2-amino-4-[[3-(1,3-benzoxazol-2-yl)-4,4,4-trifluoro-3-hydroxy-butyl]sulfonimidoyl]butanoic acid